The molecule is an ammonium ion that is the conjugate acid of trimethylamine, obtained via protonation of the nitrogen; major species at pH 7.3. It has a role as a human xenobiotic metabolite. It is a conjugate acid of a trimethylamine. C[NH+](C)C